(1S,2R)-2-((S)-5-chloro-8-(2-(1-methyl-1H-1,2,3-triazol-4-yl)ethoxy)-1-((2-oxopyrrolidin-1-yl)methyl)-1,2,3,4-tetrahydroisoquinoline-2-carbonyl)-N-methylcyclohexane-1-carboxamide ClC1=C2CCN([C@@H](C2=C(C=C1)OCCC=1N=NN(C1)C)CN1C(CCC1)=O)C(=O)[C@H]1[C@H](CCCC1)C(=O)NC